ClC=1C(=NC(=NC1)N[C@H]1[C@@H](COCC1)O)C=1C=NN2C1C(CCCC2)O 3-(5-chloro-2-(((3S,4R)-3-hydroxytetrahydro-2H-pyran-4-yl)amino)pyrimidin-4-yl)-5,6,7,8-tetrahydro-4H-pyrazolo[1,5-a]azepin-4-ol